tert-butyl 4-(7-(2,6-bis(benzyloxy)pyridin-3-yl)-3,4-dihydroisoquinolin-2(1H)-yl)piperidine-1-carboxylate C(C1=CC=CC=C1)OC1=NC(=CC=C1C1=CC=C2CCN(CC2=C1)C1CCN(CC1)C(=O)OC(C)(C)C)OCC1=CC=CC=C1